N-phenyl-4-methoxybenzamide C1(=CC=CC=C1)NC(C1=CC=C(C=C1)OC)=O